2-(3,4-dichlorophenyl)oxirane ClC=1C=C(C=CC1Cl)C1OC1